ClC1=NC=CC(=N1)N1CCC(CC1)O 1-(2-chloropyrimidin-4-yl)piperidin-4-ol